P(=O)(OC(C)(C)C)(OC(C)(C)C)OCN1/C(/SC(=N1)OCC1CCC(CC1)O)=N/C(=O)C=1C=NC(=CC1C1=C(C(=NC=C1OC)C)F)C di-tert-butyl (((Z)-2-((3'-fluoro-5'-methoxy-2',6-dimethyl-[4,4'-bipyridine]-3-carbonyl) imino)-5-(((1r,4r)-4-hydroxycyclohexyl) methoxy)-1,3,4-thiadiazol-3(2H)-yl) methyl) phosphate